COC=1C=C(C=CC1)CNC=1C=NC=2CCN(CC2C1)C1=C(C(=C(N=N1)C#N)C)C 6-[3-[(3-methoxyphenyl)methylamino]-7,8-dihydro-5H-1,6-naphthyridin-6-yl]-4,5-dimethyl-pyridazine-3-carbonitrile